CN(C1(CCC(CC1)(N)CNC(C)(C)C1=CC=CC=C1)C1=CC=CC=C1)C N,N-dimethyl-1-phenyl-4-((2-phenylpropan-2-ylamino)methyl)cyclohexane-1,4-diamine